[3-[[4-(trifluoromethyl)phenyl]methyl]pyrrolidin-1-yl]methanone FC(C1=CC=C(C=C1)CC1CN(CC1)C=O)(F)F